1-(8-bromopyrido[2,3-e][1,2,4]triazolo[4,3-a]pyrazin-4-yl)-N-methylazetidin-3-amine hydrogen sulfate S(=O)(=O)(O)O.BrC1=CC2=C(N=C(C=3N2C=NN3)N3CC(C3)NC)N=C1